C(#C)C1=CC=C(C=C1)[C@H](C)NC(=O)[C@H]1N(C[C@@H](C1)O)C(C(C(CCC(F)F)(C)C)NC(OC1=CC=CC=C1)=O)=O Phenyl (1-((2S,4R)-2-(((S)-1-(4-ethynylphenyl)ethyl)carbamoyl)-4-hydroxypyrrolidin-1-yl)-6,6-difluoro-3,3-dimethyl-1-oxohexan-2-yl)carbamate